N-((1H-indazol-6-yl)methyl)-N-(3-methoxybenzyl)-4-(piperidin-1-ylmethyl)oxazol-2-amine N1N=CC2=CC=C(C=C12)CN(C=1OC=C(N1)CN1CCCCC1)CC1=CC(=CC=C1)OC